NCCC=1C=CC(=NC1)C1=C(C=C(C#N)C=C1)OC1=NC(=NC(=C1)N1CCOCC1)C(F)(F)F 4-[5-(2-aminoethyl)pyridin-2-yl]-3-[6-morpholin-4-yl-2-(trifluoromethyl)pyrimidin-4-yl]oxybenzonitrile